CC1=CC=C(C=C1)C1=CC=C(C=C1)C=CC1=C(N=NN1)C(=O)O 5-(2-(4'-methyl-[1,1'-biphenyl]-4-yl)vinyl)-1H-1,2,3-triazole-4-carboxylic acid